N1N=CC(=C1)C=CC(=O)O 3-(1H-PYRAZOL-4-YL)-ACRYLIC ACID